CSC1=CC=C(S1)C(=O)O 5-methylsulfanyl-thiophene-2-carboxylic acid